N-(5-cyclopropyl-1H-pyrazol-3-yl)-2-(1-(thiazol-2-yl)-1H-pyrazol-3-yl)acetamide C1(CC1)C1=CC(=NN1)NC(CC1=NN(C=C1)C=1SC=CN1)=O